1-methyl-7-nitro-5-[2-(propan-2-ylamino)phenyl]-1,3-dihydro-2H-1,4-benzodiazepin-2-one CN1C(CN=C(C2=C1C=CC(=C2)[N+](=O)[O-])C2=C(C=CC=C2)NC(C)C)=O